C1(CC1)S(=O)(=O)C1=CC(=NC=C1)CNC(C1=CC=C(C=C1)C1=NC(=CN=C1)N1CCCC1)=O N-[(4-cyclopropanesulfonylpyridin-2-yl)methyl]-4-[6-(pyrrolidin-1-yl)pyrazin-2-yl]benzamide